OC(C(=O)O)=CC=CCCCCCCCCCCCCC (S)-hydroxyoctadecadienoic acid